BrC=1C=CC(=NC1)C1=C(C(=NO1)C)CNC1=NC=CC(=N1)C1=CC=CC=C1 N-((5-(5-bromopyridin-2-yl)-3-methylisoxazol-4-yl)methyl)-4-phenyl-pyrimidin-2-amine